C(C)N(S(=O)(=O)C=1C=NC=C(C1)F)C(C(F)(F)F)C1=CC=C(C=C1)OC N-ethyl-5-fluoro-N-(2,2,2-trifluoro-1-(4-methoxyphenyl)ethyl)pyridine-3-sulfonamide